8-(4-Chlorophenyl)-3-methyl-1-(3-(trifluoromethyl)phenyl)-1,3-dihydro-2H-imidazo[4,5-c]quinolin-2-imine ClC1=CC=C(C=C1)C1=CC=2C3=C(C=NC2C=C1)N(C(N3C3=CC(=CC=C3)C(F)(F)F)=N)C